2-(2-fluoro-6-((2,4-dichlorophenyl)thio)phenyl)-1,3-dioxolane FC1=C(C(=CC=C1)SC1=C(C=C(C=C1)Cl)Cl)C1OCCO1